(1,4-oxazepan-4-yl)(1H-pyrazolo[4,3-c]pyridin-6-yl)methanone O1CCN(CCC1)C(=O)C1=CC2=C(C=N1)C=NN2